N-(4-methyl-3-(2-((3-methylisoxazol-5-yl)amino)-8,9-dihydroimidazo[1',2':1,6]pyrido[2,3-d]pyrimidin-6-yl)phenyl)-4-(trifluoromethyl)picolinamide CC1=C(C=C(C=C1)NC(C1=NC=CC(=C1)C(F)(F)F)=O)C1=CC2=C(N=C(N=C2)NC2=CC(=NO2)C)N2C1=NCC2